5-(N-(4-chloro-2-((N-(furan-2-ylmethyl)cyclopropanecarboxamido)methyl)phenyl)-N-ethylsulfamoyl)benzofuran 2-Ethyl-formate CCOC=O.ClC1=CC(=C(C=C1)N(S(=O)(=O)C=1C=CC2=C(C=CO2)C1)CC)CN(C(=O)C1CC1)CC=1OC=CC1